O=C1NCCC12CCNCC2 1-Oxo-2,8-diaza-spiro[4.5]decan